C(=O)=C1OCCC1 carbonyl-tetrahydrofuran